COCOC1=C(C=CC=C1)C=1C=C2N3CCN(CC3CNC2=NN1)C1=NC=C(C=N1)C1=CC=C(C=O)C=C1 4-[2-[(1S)-4-[2-(methoxymethoxy)phenyl]-1,5,6,8,12-pentazatricyclo[8.4.0.02,7]tetradeca-2,4,6-trien-12-yl]pyrimidin-5-yl]benzaldehyde